C(C=C)(=O)N1[C@@H](CN(CC1)C1=C(C(N(C2=NC(=C(C=C12)Cl)C1=C(C(=C(C(=C1F)F)F)F)N)C=1C(=NC=CC1C)C(C)C)=O)C#N)C ((R)-4-propenoyl-3-methylpiperazin-1-yl)-7-(2-amino-3,4,5,6-tetrafluorophenyl)-6-chloro-1-(2-isopropyl-4-methylpyridin-3-yl)-2-oxo-1,2-dihydro-1,8-naphthyridine-3-carbonitrile